C(CCCCCCCCC)(=O)OCCCCCCCCCCCCCCCCCCCCC heneicosyl decanoate